N-[3-(3-aminopropanoyl-amino)-2-hydroxy-propyl]-4-[[3-(2,3-difluoro-4-methoxy-phenyl)imidazo[1,2-a]pyrazin-8-yl]amino]-2-ethyl-benzamide hydrochloride Cl.NCCC(=O)NCC(CNC(C1=C(C=C(C=C1)NC=1C=2N(C=CN1)C(=CN2)C2=C(C(=C(C=C2)OC)F)F)CC)=O)O